C(#N)C1(CC=C(C(=O)C2=CC=CC=C2)C=C1)C#N 4,4-dicyanobenzophenone